5-(4-isobutoxybenzyl)-7-(1-isobutoxybenzyl)octan-6-one C(C(C)C)OC1=CC=C(CC(CCCC)C(C(C)CC2(CC=CC=C2)OCC(C)C)=O)C=C1